1-[((5S,7S)-3-{[1-(4-chlorophenyl)-1H-1,2,3-triazol-4-yl]methyl}-2-oxo-1-oxa-3-azaspiro[4.5]dec-7-yl)methyl]-1H-benzimidazole-6-carbonitrile ClC1=CC=C(C=C1)N1N=NC(=C1)CN1C(O[C@]2(C1)C[C@H](CCC2)CN2C=NC1=C2C=C(C=C1)C#N)=O